9-ethyl-N-(1-(2-methoxyethyl)-1H-pyrazol-4-yl)-9H-purin-6-amine C(C)N1C2=NC=NC(=C2N=C1)NC=1C=NN(C1)CCOC